5,7-difluoro-6-hydroxy-1H-indazol-3(2H)-one FC=1C=C2C(NNC2=C(C1O)F)=O